ClCCN(C1=CC2=C(N(C(=N2)CC[C@@H](C(=O)OCC)NC([C@H](C(C)C)NC(=O)OC(C)(C)C)=O)C)C=C1)CCCl Ethyl (2S)-4-[5-[bis(2-chloroethyl)amino]-1-methyl-benzimidazol-2-yl]-2-[[(2S)-2-(tert-butoxycarbonylamino)-3-methyl-butanoyl]amino]butanoate